C(C=C)(=O)NC1=CC=C(C=C1)C1=C(C2=C(N=CN=C2N)N1C)C=1CCN(CC1)C(=O)OC(C)(C)C tert-butyl 4-(6-(4-acrylamidophenyl)-4-amino-7-methyl-7H-pyrrolo[2,3-d]pyrimidin-5-yl)-3,6-dihydropyridine-1(2H)-carboxylate